4-(8-Amino-3-((2S)-1-(10-((2-(2,6-dioxopiperidin-3-yl)-1,3-dioxoisoindoline-4-yl)thio)decyl)pyrrolidin-2-yl)imidazo[1,5-a]pyrazin-1-yl)-N-(pyridin-2-yl)benzamide NC=1C=2N(C=CN1)C(=NC2C2=CC=C(C(=O)NC1=NC=CC=C1)C=C2)[C@H]2N(CCC2)CCCCCCCCCCSC2=C1C(N(C(C1=CC=C2)=O)C2C(NC(CC2)=O)=O)=O